C(#C)C=1SC=C(N1)NC(=O)N1CCN(CC1)C1=CC=C(C=C1)C1=CC(=CC=C1)NC1COC1 N-(2-ethynylthiazol-4-yl)-4-(3'-(oxetan-3-ylamino)-[1,1'-biphenyl]-4-yl)piperazine-1-carboxamide